N-(4-(3-phenylisoxazolidin-2-yl)-5-(trifluoromethyl)pyrimidin-2-yl)-4,5,6,7-tetrahydrothiazolo[5,4-c]pyridin-2-amine C1(=CC=CC=C1)C1N(OCC1)C1=NC(=NC=C1C(F)(F)F)NC=1SC=2CNCCC2N1